FC=1C(=C(C=C(C1N1CCN(CC1)C)F)NC=1N=CC2=C(N1)N(C=C2)C2=CC=C(C=C2)NS(=O)(=O)C(C)C)OC N-(4-(2-((3,5-Difluoro-2-methoxy-4-(4-methylpiperazin-1-yl)phenyl)amino)-7H-pyrrolo[2,3-d]pyrimidin-7-yl)phenyl)propane-2-sulfonamide